5,7-dichloro-1-oxo-N-[1-(2-pyrimidin-2-yl-1,2,4-triazol-3-yl)ethyl]-1,2-benzothiazol-3-amine ClC=1C=C(C2=C(C(=NS2=O)NC(C)C=2N(N=CN2)C2=NC=CC=N2)C1)Cl